(3-(((tert-butyldimethylsilyl)oxy)methyl)-1-methyl-1H-pyrazol-4-yl)boronic acid [Si](C)(C)(C(C)(C)C)OCC1=NN(C=C1B(O)O)C